(S)-9-ethyl-5-fluoro-9-hydroxy-4-(2-hydroxyethyl)-1,2,12,15-tetrahydro-7H,13H-pyrano[3',4':6,7]indolizino[2,1-b][1,4]thiazino[2,3,4-ij]quinoline-7,10,13(9H)-trione C(C)[C@]1(C(OCC=2C(N3CC=4N5C6=C(C(=C(C=C6C(C4C3=CC21)=O)F)CCO)SCC5)=O)=O)O